ethyl 3-((2-naphthamido)methyl)-4,5-dihydroisoxazole-5-carboxylate C1=C(C=CC2=CC=CC=C12)C(=O)NCC1=NOC(C1)C(=O)OCC